ClC=1C=C(C=C(C1)C#N)C(C)(C)C1=CC=C(OCC2=NC(=NC=C2)N2CCN(CC2)C2CN(C2)C2CCN(CC2)C(=O)OC(C)(C)C)C=C1 tert-butyl 4-(3-(4-(4-((4-(2-(3-chloro-5-cyanophenyl)propan-2-yl)phenoxy)methyl)pyrimidin-2-yl)piperazin-1-yl)azetidin-1-yl)piperidine-1-carboxylate